C(CC)OC([C@@H](CCC[C@@H](C1=NC=CC(=C1)Cl)O[Si](C)(C)C(C)(C)C)CO)=O (2s,6s)-6-((tert-butyldimethylsilyl)oxy)-6-(4-chloropyridin-2-yl)-2-hydroxymethylcaproic acid propyl ester